C1(CC1)CNC(=O)C1=NC(=CC=C1)N1CC(N(CCC1)C1CCN(CC1)C(C)C)C N-(Cyclopropylmethyl)-6-{3-methyl-4-[1-(propan-2-yl)piperidin-4-yl]-1,4-diazepan-1-yl}pyridine-2-carboxamide